C(C=C)OC(C(CCN1N(C[C@H]2[C@@H]1C(CN2C(=O)OC(C)(C)C)(F)F)C(=O)C2C(C2)(F)F)(C)C)=O (cis)-tert-Butyl 1-(4-(allyloxy)-3,3-dimethyl-4-oxobutyl)-2-(2,2-difluorocyclopropanecarbonyl)-6,6-difluorohexahydropyrrolo[3,2-c]pyrazole-4(2H)-carboxylate